FC1=C(C=CC(=C1)C1CNCC1)C=1N=C2SC3=C(N2C1)C=CC(=C3)C(=O)N 2-(2-fluoro-4-(pyrrolidin-3-yl)phenyl)benzo[d]imidazo[2,1-b]thiazole-7-carboxamide